4-(4-(4-(4-Isopropylpiperazin-1-yl)phenyl)-7-methoxy-2H-chromen-3-yl)phenol C(C)(C)N1CCN(CC1)C1=CC=C(C=C1)C1=C(COC2=CC(=CC=C12)OC)C1=CC=C(C=C1)O